COC(C(CC(C(=O)OC)Br)Br)=O 2,4-dibromoglutaric acid dimethyl ester